BrC1=CC=C(C=C1)S(=O)(=O)N1C=C(C=C1C1=C(C=C(C=C1)F)F)CNC([2H])([2H])[2H] N-((1-((4-bromophenyl)sulfonyl)-5-(2,4-difluorophenyl)-1H-pyrrol-3-yl)methyl)methan-d3-amine